methylen-1,3-dioxepan C=C1OCCCCO1